1,9-dibromo-10H-phenoxazine BrC1=CC=CC=2OC3=CC=CC(=C3NC12)Br